BrCC1=CC(=CC(=C1)F)F 1-bromomethyl-3,5-difluorobenzene